(Z)-2-(2-(pyrimidin-2-yl)ethyl)thiazole-4-carbaldehyde oxime N1=C(N=CC=C1)CCC=1SC=C(N1)\C=N/O